CC1=C(N)C=CC(=C1)OC1=NC=CC=N1 2-methyl-4-(pyrimidin-2-yloxy)aniline